arachidonoyl-glycine C(CCC\C=C/C\C=C/C\C=C/C\C=C/CCCCC)(=O)NCC(=O)O